1-(piperidin-4-yl)-3-(1H-pyrrolo[2,3-b]pyridin-5-yl)-1H-pyrazolo[3,4-d]pyrimidin-4-amine Trifluoroacetic Acid Salt FC(C(=O)O)(F)F.N1CCC(CC1)N1N=C(C=2C1=NC=NC2N)C=2C=C1C(=NC2)NC=C1